3-[(tert-butoxycarbonylamino)methyl]cyclobutanecarboxylic acid C(C)(C)(C)OC(=O)NCC1CC(C1)C(=O)O